S1C(=NC2=C1C=CC=C2)COC=2C=C1C(=CC(=NC1=CC2F)C(=O)O)C(=O)N2CCCCC2 6-(benzo[d]thiazol-2-ylmethoxy)-7-fluoro-4-(piperidine-1-carbonyl)quinoline-2-carboxylic acid